FC1=CC=C(C=C1)C(CCSC1=CC=CC=C1)=O 1-(4-fluorophenyl)-3-(phenylsulfanyl)propane-1-one